ethyl 7-hydroxy-2-methyl-8-(5-methyl-2-(prop-1-en-2-yl)phenyl)-4-oxo-5-pentyl-4H-benzo[d][1,3]dioxine-2-carboxylate OC=1C=C(C2=C(OC(OC2=O)(C(=O)OCC)C)C1C1=C(C=CC(=C1)C)C(=C)C)CCCCC